N-(2-(2,6-dioxo-3-piperidyl)-1-oxo-isoindolin-5-yl)-2-methyl-benzamide O=C1NC(CCC1N1C(C2=CC=C(C=C2C1)NC(C1=C(C=CC=C1)C)=O)=O)=O